1-(3-Fluoro-5-methoxypyridin-4-yl)-7-methoxy-3-methyl-8-(1-methyl-1H-pyrazol-4-yl)-1,3-dihydroimidazo[4,5-c]quinolin-2-one FC=1C=NC=C(C1N1C(N(C=2C=NC=3C=C(C(=CC3C21)C=2C=NN(C2)C)OC)C)=O)OC